ClC=1C=C2C(NC(N(C2=CC1)CC1=CC(=CC=C1)C(=O)N1CCN(CC1)C(=O)C1CCC1)=O)=O 6-Chloro-1-(3-(4-(cyclobutylcarbonyl)piperazine-1-carbonyl)benzyl)quinazoline-2,4(1H,3H)-dione